C(C)(C)(C)OC(=O)N1C[C@]2(CN(C[C@]2(C1)F)C(C1=C(C=CC=C1N1N=CC=N1)F)=O)F (3ar,6as)-3a,6a-difluoro-5-(2-fluoro-6-(2H-1,2,3-triazol-2-yl)benzoyl)hexahydropyrrolo[3,4-c]pyrrole-2(1H)-carboxylic acid tert-butyl ester